COC(=O)C1(CCC2(C(=CC3=CC(=C(C=C23)C=O)F)C[C@H](COCC2=CC=C(C=C2)OC)C)CC1)NC1=CC(=CC=C1)Cl (1R,4R)-4-(3-Chloroanilino)-5'-fluoro-6'-formyl-2'-{(2R)-3-[(4-methoxyphenyl)methoxy]-2-methylpropyl}spiro[cyclohexane-1,1'-indene]-4-carboxylic acid methyl ester